2,3-dioxanone C1(OOCCC1)=O